N4-methyl-N2-(6-((2-(pyrrolidin-1-yl)ethoxy)methyl)pyridin-2-yl)pyridine-2,4-diamine CNC1=CC(=NC=C1)NC1=NC(=CC=C1)COCCN1CCCC1